FC1(CNCCC1N(C(OC(C)(C)C)=O)C)F Tert-butyl (3,3-difluoropiperidin-4-yl)(methyl)carbamate